S(=O)(=O)(O)O.O1NC=CC=C1 oxazine sulfate salt